COC1=C(CN(C=2N=C(C=C3C=C(N=CC23)NC(=O)[C@H]2[C@@H](C2)C(=O)N(C)C)C=2C=NC=CC2C)CC2=C(C=C(C=C2)OC)OC)C=CC(=C1)OC |r| (+-)-trans-N1-(8-(bis(2,4-dimethoxybenzyl)amino)-6-(4-methylpyridin-3-yl)-2,7-naphthyridin-3-yl)-N2,N2-dimethylcyclopropane-1,2-dicarboxamide